C12C=CC(C3C4=CC=CC=C4CC13)C2 1,4-methano-1,4,4a,9a-tetrahydrofluorene